C(=O)(OC(C)(C)C)N1C(CCCC1)C(=O)O 1-(boc)piperidine-2-carboxylic acid